2-[6-[(3aR,7aS)-6-methyl-3,3a,4,5,7,7a-hexahydro-2H-pyrrolo[2,3-c]pyridin-1-yl]pyridazin-3-yl]-3,5-dimethyl-phenol CN1C[C@@H]2[C@H](CC1)CCN2C2=CC=C(N=N2)C2=C(C=C(C=C2C)C)O